(3S)-7-(3,5-difluorophenoxy)-3-(ethoxymethoxy)-2,2-difluoro-indane-4-thiol FC=1C=C(OC2=CC=C(C=3[C@@H](C(CC23)(F)F)OCOCC)S)C=C(C1)F